2-methyl-1,4-butylene glycol CC(CO)CCO